FC1(CCN(CC1)CC1=CC=C(CSC2=C3CN(C(C3=CC=C2)=O)C2C(NC(CC2)=O)=O)C=C1)F 3-(4-((4-((4,4-difluoropiperidin-1-yl)methyl)benzyl)thio)-1-oxoisoindolin-2-yl)piperidine-2,6-dione